FC1=C(C(=CC(=C1)OC)F)C=1C=C2C(=NN(C2=CC1)C(C1=CC=CC=C1)(C1=CC=CC=C1)C1=CC=CC=C1)NC(=O)C1CCN(CC1)C N-[5-(2,6-difluoro-4-methoxyphenyl)-1-trityl-1H-indazol-3-yl]-1-methylpiperidine-4-carboxamide